FC(C1=NN=C(S1)N1C2=C(C3=CC(=C(C=C13)S(NC1(CC1)C)(=O)=O)F)C(=NC=N2)C2C[C@@H](N(CC2)C(=O)OC(C)(C)C)C)F tert-butyl (2S)-4-(9-(5-(difluoromethyl)-1,3,4-thiadiazol-2-yl)-6-fluoro-7-(N-(1-methylcyclopropyl) sulfamoyl)-9H-pyrimido[4,5-b]indol-4-yl)-2-methylpiperidine-1-carboxylate